C(C)(C)(C)OC(=O)N1CC=2N(CCC1)N=C(C2)C(=O)[O-] 5-(tert-butoxycarbonyl)-5,6,7,8-tetrahydro-4H-pyrazolo[1,5-a][1,4]diazepine-2-carboxylate